C1(=CC=CC=C1)C1(C2=CC=CC=C2C=2C=CC=CC12)C=1C=C(C=CC1)N(C1=CC=C2C=CC=3C(=CC=C4C=CC1=C2C34)N)C3=CC(=CC=C3)C3(C4=CC=CC=C4C=4C=CC=CC34)C3=CC=CC=C3 N,N-bis[3-(9-phenyl-9H-fluoren-9-yl)phenyl]pyrene-1,6-diamine